C(CCCCCCC\C=C/C\C=C/CCCCC)(=O)OCC(COC(CCCCC(OCC\C=C/CC)OCC\C=C/CC)=O)CO 3-((6,6-bis(((Z)-hex-3-en-1-yl)oxy)hexanoyl)oxy)-2-(hydroxymethyl)propyl (9Z,12Z)-octadeca-9,12-dienoate